4-((S or R)-4-((1R,5S)-3,8-diazabicyclo[3.2.1]octan-3-yl)-6-chloro-2-(3-(dimethyl-amino)-2,2-dimethyl-propoxy)-8-fluoro-quinazolin-7-yl)naphthalen-2-ol dihydrochloride Cl.Cl.[C@H]12CN(C[C@H](CC1)N2)C2=NC(=NC1=C(C(=C(C=C21)Cl)C2=CC(=CC1=CC=CC=C21)O)F)OCC(CN(C)C)(C)C